tert-butyl 2-[2-[2-[2-[2-(p-tolylsulfonyloxy)ethoxy]ethoxy]ethoxy]ethoxy]acetate C1(=CC=C(C=C1)S(=O)(=O)OCCOCCOCCOCCOCC(=O)OC(C)(C)C)C